(R)-4-(8-amino-3-(1-(but-2-ynoyl)pyrrolidin-2-yl)imidazo[1,5-a]pyrazin-1-yl)-N-(pyridin-2-yl)benzamide NC=1C=2N(C=CN1)C(=NC2C2=CC=C(C(=O)NC1=NC=CC=C1)C=C2)[C@@H]2N(CCC2)C(C#CC)=O